BrC=1C(=CC2=C(OCC(N2CCN2CCOCC2)=O)C1)OC 7-bromo-6-methoxy-4-(2-morpholinoethyl)-2H-benzo[b][1,4]oxazin-3(4H)-one